(S)-4-(3-(1-acryloylpiperidin-2-yl)-8-methylimidazo[1,5-a]pyrazin-1-yl)-N-(pyridin-2-yl)benzamide C(C=C)(=O)N1[C@@H](CCCC1)C1=NC(=C2N1C=CN=C2C)C2=CC=C(C(=O)NC1=NC=CC=C1)C=C2